COC(C(=O)[O-])C 2-methoxypropanoate